S1C(=NC=C1)[C@H]1C[C@H](N(C1)C(=O)OC(C)(C)C)C(=O)OC 1-(tert-butyl) 2-methyl (2S,4S)-4-(thiazol-2-yl)pyrrolidine-1,2-dicarboxylate